BrC=1C=CC(=NC1OCCN(C)C)NC(C1=CN=C(C=C1)C1=C(C=C(C=C1)C1=NOC(=N1)C)Cl)=O N-(5-Bromo-6-(2-(dimethylamino)ethoxy)pyridin-2-yl)-6-(2-chloro-4-(5-methyl-1,2,4-oxadiazol-3-yl)phenyl)nicotinamid